(1r,3r)-3-amino-3-(hydroxymethyl)cyclobutane-1-carboxylic acid tert-butyl ester C(C)(C)(C)OC(=O)C1CC(C1)(CO)N